BrCN1C(C(=NC2=C(C=CC=C12)Cl)C)=O (bromomethyl)-5-chloro-3-methylquinoxalin-2(1H)-one